N,N-Dimethyl-2-[2-[[4-[[3-[(1-methyl-5-nitro-imidazol-2-yl)methyl-methylsulfonyl-amino]-7-morpholino-1,6-naphthyridin-5-yl]oxy]cyclohexyl]amino]pyrimidin-5-yl]oxy-acetamide CN(C(COC=1C=NC(=NC1)NC1CCC(CC1)OC1=C2C=C(C=NC2=CC(=N1)N1CCOCC1)N(S(=O)(=O)C)CC=1N(C(=CN1)[N+](=O)[O-])C)=O)C